C(=O)O.CN1C(C2(C3=C1C=NC=1C=CC(=CC31)C=3C=C(C(=NC3)OCCCNC)NS(=O)(=O)C)CCC2)=O N-(5-(3'-Methyl-2'-oxo-2',3'-dihydrospiro[cyclobutane-1,1'-pyrrolo[2,3-c]quinolin]-8'-yl)-2-(3-(methylamino)propoxy)pyridin-3-yl)methanesulfonamide formate